1-(5-Fluoro-2-hydroxy-phenyl)ethanone FC=1C=CC(=C(C1)C(C)=O)O